N-(6-bromo-1H-indazol-3-yl)benzenesulfonamide BrC1=CC=C2C(=NNC2=C1)NS(=O)(=O)C1=CC=CC=C1